BrC1=CC2=C(C(N(C23CCN(CC3)C(=O)OC(C)(C)C)CC3=CC=C(C=C3)OC)=O)S1 tert-butyl 2'-bromo-5'-(4-methoxybenzyl)-6'-oxo-5',6'-dihydrospiro[piperidine-4,4'-thieno[2,3-c]pyrrole]-1-carboxylate